IC=1C=C(OC2=NN(C(=C2C(=O)OCC)C)COCC[Si](C)(C)C)C=CC1 Ethyl 3-(3-iodophenoxy)-5-methyl-1-((2-(trimethylsilyl)ethoxy)methyl)-pyrazole-4-carboxylate